methyl 4-(4-chloro-2-(1-(tetrahydro-2H-pyran-2-yl)-1H-pyrazol-4-yl)phenyl)-4-hydroxy-2-methylenebutanoate ClC1=CC(=C(C=C1)C(CC(C(=O)OC)=C)O)C=1C=NN(C1)C1OCCCC1